C(CC)ON O-propylhydroxylamine